(2-phenylcyclopropyl)methanone C1(=CC=CC=C1)C1C(C1)C=O